4'''-(3,5,6-triphenylpyrazin-2-yl)-[1,1':4',1'':4'',1'''-quaterphenyl]-4-carbonitrile C1(=CC=CC=C1)C=1C(=NC(=C(N1)C1=CC=CC=C1)C1=CC=CC=C1)C1=CC=C(C=C1)C1=CC=C(C=C1)C1=CC=C(C=C1)C1=CC=C(C=C1)C#N